((1R)-1-(5-(3-chlorobenzyl)-3-((imidazo[1,2-a]pyridine-8-carboxamido)methyl)-4,5-dihydroisoxazole-5-carboxamido)-3-methylbutyl)boronic acid ClC=1C=C(CC2(CC(=NO2)CNC(=O)C=2C=3N(C=CC2)C=CN3)C(=O)N[C@@H](CC(C)C)B(O)O)C=CC1